C1(CC1)N1C=C(C2=CC=CC=C12)C1=NC(=NC=C1)NC1=C(C=C(C=C1)N1CCN(CC1)CC1CN(C1)C=1C=C2C(N(C(C2=CC1)=O)C1C(NC(CC1)=O)=O)=O)OC 5-(3-((4-(4-((4-(1-cyclopropyl-1H-indol-3-yl)pyrimidin-2-yl)amino)-3-methoxyphenyl)piperazin-1-yl)methyl)azetidin-1-yl)-2-(2,6-dioxopiperidin-3-yl)isoindoline-1,3-dione